(E)-4-((2,2-dimethylpent-3-en-1-yl)oxy)-3-ethoxybenzaldehyde CC(COC1=C(C=C(C=O)C=C1)OCC)(\C=C\C)C